N-[(2R)-1,4-Dioxan-2-ylmethyl]-8-methyl-2-[(2R)-oxetan-2-ylmethyl]-4,5-dihydro-2H-furo[2,3-g]indazol-7-carboxamid O1[C@@H](COCC1)CNC(=O)C1=C(C2=C(CCC3=CN(N=C23)C[C@@H]2OCC2)O1)C